FC(C(=O)O)(F)F.NCC(=O)NCC(=O)NCCNC(=O)C1=C(C(=C(S1)NC(C(CC)C1=CC=C(C=C1)F)=O)C(=O)OC)C Methyl 5-((2-(2-(2-aminoacetamido)acetamido)ethyl)carbamoyl)-2-(2-(4-fluorophenyl)butanamido)-4-methylthiophene-3-carboxylate trifluoroacetate